C(C)(C)OC1=CN=CC(=N1)NC=1C(=NOC1C1=CC=C(C(=N1)C)NC(OC(C)(C)C)=O)C tert-butyl (6-(4-((6-isopropoxypyrazin-2-yl)amino)-3-methylisoxazol-5-yl)-2-methyl pyridin-3-yl)carbamate